tert-butyl (R)-3-((6-(6-cyclopropyl-7-methoxy-2-methylimidazo[1,2-b]pyridazin-3-yl)-3-fluoropyridin-2-yl)amino)piperidine-1-carboxylate C1(CC1)C=1C(=CC=2N(N1)C(=C(N2)C)C2=CC=C(C(=N2)N[C@H]2CN(CCC2)C(=O)OC(C)(C)C)F)OC